octanediol succinate C(CCC(=O)O)(=O)O.C(CCCCCCC)(O)O